Cl.C1(=CC=CC=C1)C1=CC=C(CNC(=N)N)C=C1 (4-phenyl)benzylguanidine hydrochloride